BrC1=C(C(=C(C=C1)C1=C(OC=C1)C(=O)OCC)[N+](=O)[O-])F ethyl 3-(4-bromo-3-fluoro-2-nitrophenyl)furan-2-carboxylate